[Ti+].C(C)CC(CC(=O)[O-])=O.C(CCC)O.C(CCC)O.C(CCC)O tri-n-butanol mono(ethyl acetoacetate) titanium